O1CCCC=C1C1=NC=CC(=C1)[N+](=O)[O-] 2-(3,4-dihydro-2H-pyran-6-yl)-4-nitropyridine